COC1=NC(=CC(=N1)C1=C(C(=O)N)C=CC(=C1)NC=1SC=C(N1)C1=CC(=CC=C1)O)OC (2,6-dimethoxypyrimidin-4-yl)-4-((4-(3-hydroxyphenyl)thiazol-2-yl)amino)benzamide